2-({4-[(trimethylsilyl)ethynyl]thiophen-3-yloxy}methyl)pyridine C[Si](C)(C)C#CC=1C(=CSC1)OCC1=NC=CC=C1